CC(CC1=CC(CC1)=O)CCC=CCC 3-(2-Methylocta-5-en-1-yl)cyclopent-2-en-1-one